FC1=CC=C(OCC2N(C3CC(C2C)C3)C(=O)C=3C=C(C#N)C=CC3N3N=CC=N3)C=C1 3-{3-[(4-fluorophenoxy)methyl]-4-methyl-2-azabicyclo[3.1.1]heptane-2-carbonyl}-4-(2H-1,2,3-triazol-2-yl)benzonitrile